FC1=C(OC=2C=CC(=NC2)NC([C@H](C)[C@H]2CCC([C@H](C2)C2=CC=[N+](C=C2)[O-])(F)F)=O)C=CC(=C1)F 4-((1R,5S)-5-((R)-1-((5-(2,4-difluorophenoxy)pyridin-2-yl)amino)-1-oxopropan-2-yl)-2,2-difluorocyclohexyl)pyridine 1-oxide